CN(C(=O)C1CC2(C1)NC(OC2)=O)C2CC(C2)C2=CC=1CCCCC1C=C2 (2s,4s)-N-methyl-6-oxo-N-((1s,3s)-3-(5,6,7,8-tetrahydronaphthalen-2-yl)cyclobutyl)-7-oxa-5-azaspiro[3.4]octane-2-carboxamide